COCC(C)NC(CC1CCN(CC1)C1=CC(=C2C(=N1)C(=CS2)C(=O)NC)C(F)(F)F)=O 5-(4-(2-((1-methoxypropan-2-yl)amino)-2-oxoethyl)piperidin-1-yl)-N-methyl-7-(trifluoromethyl)thieno[3,2-b]pyridine-3-carboxamide